C(C1=CC=CC=C1)(=O)NC1=CC=C(C=C1)B(O)O 4-BENZAMIDOPHENYLBORONIC ACID